CCCCCC(OC(=O)C)OC(=O)C hexanediol diacetate